2-(4-cyclopropyl-6-methoxypyrimidin-5-yl)-8-(2-fluoro-4-(1-methyl-4-(trifluoromethyl)-1H-imidazol-2-yl)benzyl)-7,8-dihydro-6H-pyrimido[5,4-b][1,4]oxazine C1(CC1)C1=NC=NC(=C1C=1N=CC=2OCCN(C2N1)CC1=C(C=C(C=C1)C=1N(C=C(N1)C(F)(F)F)C)F)OC